C(C)N(C1=CC(=C(C=O)C=C1)O)CC 4-(Diethylamino)-2-hydroxy-benzaldehyd